COC=1C=C(C=CC1OC)C=1NC2=CC=C(C=C2C1C(C)C)N1CCC(CC1)NC1CCN(CC1)C(C)C 1-(2-(3,4-dimethoxyphenyl)-3-isopropyl-1H-indol-5-yl)-N-(1-isopropylpiperidin-4-yl)piperidin-4-amine